4-[[2-[(6-bromo-2,3,4-trifluoro-phenyl)sulfonyl-[(2-cyanophenyl)methyl]amino]acetyl]-[(3-cyclopropyl-5-pyrrolidin-1-yl-phenyl)methyl]amino]-3-ethoxy-benzoic acid BrC1=CC(=C(C(=C1S(=O)(=O)N(CC(=O)N(C1=C(C=C(C(=O)O)C=C1)OCC)CC1=CC(=CC(=C1)N1CCCC1)C1CC1)CC1=C(C=CC=C1)C#N)F)F)F